methyl 4-(chloromethyl)-7,7-difluoro-6,7-dihydro-5H-cyclopenta[b]pyridine-2-carboxylate ClCC1=C2C(=NC(=C1)C(=O)OC)C(CC2)(F)F